(R)-(+)-N-(2,4-dihydroxy-3,3-dimethyl-1-oxobutyl)-β-alanine calcium salt [Ca+2].O[C@@H](C(=O)NCCC(=O)[O-])C(CO)(C)C.O[C@@H](C(=O)NCCC(=O)[O-])C(CO)(C)C